ClC1=C(C=CC=C1Cl)N1CC2CCC(C1)N2CC=2C=C1CN(C(C1=CC2)=O)N2C(NC(CC2)=O)=O 1-(5-((3-(2,3-dichlorophenyl)-3,8-diazabicyclo[3.2.1]oct-8-yl)methyl)-1-oxoisoindolin-2-yl)dihydropyrimidine-2,4(1h,3h)-dione